ammonium perfluoro-2,5-dimethyl-3,6-dioxanonanoate FC(C(=O)[O-])(OC(C(OC(C(C(F)(F)F)(F)F)(F)F)(C(F)(F)F)F)(F)F)C(F)(F)F.[NH4+]